1-methyl-3-(5-methylsulfanyl-2-chloro-4-pyrimidinyl)-2-methoxycarbonylindole CN1C(=C(C2=CC=CC=C12)C1=NC(=NC=C1SC)Cl)C(=O)OC